(6S,7S)-6-((2,5-difluoro-[1,1'-biphenyl]-3-yl)methyl)-N-(2-fluoro-2-methylpropyl)-7-((fluoromethyl)sulfonamido)-5-azaspiro[2.4]heptane-5-carboxamide FC1=C(C=C(C=C1C[C@@H]1N(CC2(CC2)[C@@H]1NS(=O)(=O)CF)C(=O)NCC(C)(C)F)F)C1=CC=CC=C1